C(C)(C)(C)NC(CC1=CC(=CC(=C1)OC)OC)=O N-(tert-butyl)-2-(3,5-dimethoxyphenyl)acetamide